(R)-5-(2-(dimethylamino)ethoxy)-N-(1-(2-(5-methoxythiophene-3-yl)quinolin-4-yl)ethyl)-2-methylbenzamide CN(CCOC=1C=CC(=C(C(=O)N[C@H](C)C2=CC(=NC3=CC=CC=C23)C2=CSC(=C2)OC)C1)C)C